2,4,5-Trichlorophenoxyacetic acid, 2-ethyl-4-methylpentyl ester ClC1=C(OCC(=O)OCC(CC(C)C)CC)C=C(C(=C1)Cl)Cl